CN1C(NC=C([C@H]2[C@H](O)[C@H](O)[C@@H](CO)O2)C1=O)=O 3-methylpseudouridine